ClC1=C(C=CC(=C1)OC1=CC=CC=2C=C(OC21)C(C)C)C=2N=C(C1=C(N2)NC=C1C=O)Cl 2-(2-chloro-4-((2-Isopropylbenzofuran-7-yl)oxy)phenyl)(4-chloro-7H-pyrrolo[2,3-d]pyrimidin-5-yl)methanone